6-chloro-4-(cyclopent-1-en-1-yl)-1-[(4-methoxy-phenyl)methyl]-1H-pyrazolo[4,3-c]Pyridine-7-carboxylic acid methyl ester COC(=O)C=1C2=C(C(=NC1Cl)C1=CCCC1)C=NN2CC2=CC=C(C=C2)OC